OC1=C(C(=CC(=C1C(=O)N1C=CC2=CC=CC=C12)CCCCC)O)C1=C(C=CC(=C1)C)C(=C)C (2,6-dihydroxy-5'-methyl-4-pentyl-2'-(prop-1-en-2-yl)-[1,1'-biphenyl]-3-yl)(1H-indol-1-yl)methanone